N-cyclohexyl-phosphoric triamide C1(CCCCC1)NP(N)(N)=O